2-(4-((6-methoxy-2-(piperidine-1-yl)-7-(4-(pyrrolidine-1-yl)but-1-yn-1-yl)quinazolin-4-yl)amino)piperidine-1-yl)ethanol COC=1C=C2C(=NC(=NC2=CC1C#CCCN1CCCC1)N1CCCCC1)NC1CCN(CC1)CCO